methyl (S)-2-((2-((4-chloro-2-fluorobenzyl) oxy)-3-(trifluoromethyl)-5,8-dihydro-1,7-naphthyridin-7(6H)-yl) methyl)-1-(oxetan-2-ylmethyl)-1H-benzo[d]imidazole-5-carboxylate ClC1=CC(=C(COC2=NC=3CN(CCC3C=C2C(F)(F)F)CC2=NC3=C(N2C[C@H]2OCC2)C=CC(=C3)C(=O)OC)C=C1)F